C(CCCCCCCCCCCCCCCCC)C(C(O)(O)CCCCCCCCCCCCCCCCCC)CCCCC distearyl-heptanediol